8-isopropyl-N-[3-methoxy-4-(3-methyl-1,2,4-triazol-1-yl)phenyl]-5-[(1S)-2,2,2-trifluoro-1-methyl-ethoxy]-[1,2,4]triazolo[1,5-a]pyridin-2-amine C(C)(C)C=1C=2N(C(=CC1)O[C@H](C(F)(F)F)C)N=C(N2)NC2=CC(=C(C=C2)N2N=C(N=C2)C)OC